tert-butyl (3r,4r)-4-((4-(3-(2,6-bis(benzyloxy) pyridin-3-yl)-1-methyl-1H-indazol-7-yl) piperazin-1-yl) methyl)-3-methylpiperidine-1-carboxylate C(C1=CC=CC=C1)OC1=NC(=CC=C1C1=NN(C2=C(C=CC=C12)N1CCN(CC1)C[C@H]1[C@H](CN(CC1)C(=O)OC(C)(C)C)C)C)OCC1=CC=CC=C1